[N+](=O)([O-])C1=C(C=CC=C1)C=NC1=NN=C(S1)C=1C=C(C(O)=CC1)O 4-{5-[(2-Nitrophenylmethylene)amino]-1,3,4-thiadiazol-2-yl}catechol